OC1=CC(=CC2=C1C(C=C(O2)C2=CC(=C(C(=C2)OC)O)OC)=O)O 5,7-dihydroxy-2-(4-hydroxy-3,5-dimethoxyphenyl)benzopyran-4-one